C(C1=CC=CC=C1)OC(=O)N1CC(CCC1)C(=O)O benzyloxycarbonyl-3-piperidinecarboxylic acid